4-(5-(3-ethoxy-4-methoxyphenyl)-6-ethylpyridin-3-yl)-1,2-oxaborol-2-ol C(C)OC=1C=C(C=CC1OC)C=1C=C(C=NC1CC)C=1CB(OC1)O